ClC1=NC=CC(=C1)OC1=C(N=C(S1)N(C)C)C1=CC2=CC=CC=C2C=C1 5-(2-chloropyridin-4-yloxy)-N,N-dimethyl-4-(naphthalen-2-yl)thiazol-2-amine